O1C=CC=2C1=NC1=CC=CC=C1C2 Furo[2,3-b]quinoline